5-[2-(3-bromophenylamino)-1-hydroxyethyl]-1,3,4-oxadiazol-2(3H)-one BrC=1C=C(C=CC1)NCC(O)C1=NNC(O1)=O